rac-N-[(6S,7R)-3-chloro-7-({[1-(5-fluoropyrimidin-2-yl)piperidin-4-yl]oxy}methyl)-2-methyl-4,5,6,7-tetrahydropyrazolo[1,5-a]pyridin-6-yl]methanesulfonamide ClC=1C(=NN2C1CC[C@@H]([C@@H]2COC2CCN(CC2)C2=NC=C(C=N2)F)NS(=O)(=O)C)C |r|